C1(CC1)CO[C@H]1[C@H](CNCC1)NC(C1=CC=CC=C1)(C1=CC=CC=C1)C1=CC=CC=C1 (3S,4R)-4-(cyclopropylmethoxy)-N-tritylpiperidin-3-amine